CC1=C(C=CC(=N1)CCC(=O)OCC)B1OC(C(O1)(C)C)(C)C ethyl 3-[6-methyl-5-(4,4,5,5-tetramethyl-1,3,2-dioxaborolan-2-yl)pyridin-2-yl]propanoate